C(C)OC(=O)C=1N=C2N(CCCC2)C1 5,6,7,8-tetrahydro-imidazo[1,2-a]Pyridine-2-carboxylic acid ethyl ester